(1-pyrazin-2-yl-3-piperidyl)carbamate N1=C(C=NC=C1)N1CC(CCC1)NC([O-])=O